OC1=CC=C(C=C1)OC(C=C)=O acrylic acid 4-hydroxyphenyl ester